Cl.N1=CC(=C2N1C=CC=N2)N pyrazolo[1,5-a]pyrimidine-3-amine hydrochloride